2-(1-methylethenyl)-4-[(5-nitro-2-pyridinyl)oxy]benzonitrile CC(=C)C1=C(C#N)C=CC(=C1)OC1=NC=C(C=C1)[N+](=O)[O-]